C(C)C=1C=CC(=C(C1)CC1=C(C(=CC(=C1)CC1=C(C=CC(=C1)CC)O)C1CCCCC1)O)O 2,4-bis[(5-ethyl-2-hydroxyphenyl)methyl]-6-cyclohexylphenol